tert-Butyl N-[1-[[4-[3-[2,6-difluoro-3-(pyrrolidin-1-yl sulfonylamino)benzoyl]-1H-pyrrolo[2,3-b]pyridin-5-yl]phenyl]methyl]-4-piperidyl]carbamate FC1=C(C(=O)C2=CNC3=NC=C(C=C32)C3=CC=C(C=C3)CN3CCC(CC3)NC(OC(C)(C)C)=O)C(=CC=C1NS(=O)(=O)N1CCCC1)F